BrC=1C(=C(C#N)C=CC1)N1CCC(CC1)N1C(=NN=C1)C 3-bromo-2-[4-(3-methyl-1,2,4-triazol-4-yl)piperidin-1-yl]benzonitrile